FC1=NC(=C2N=CN(C2=N1)C1OCCCC1)NCC1=C(C=CO1)C 2-fluoro-6-[(3-methylfurfuryl)amino]-9-(tetrahydro-2H-pyran-2-yl)-9H-purine